(9Z,12S,13S)-12,13-dihydroxy-9-octadecenoic acid O[C@@H](C\C=C/CCCCCCCC(=O)O)[C@H](CCCCC)O